CN1C(=NN=C1)SC(C)C=1C=C(C=CC1)NC(=O)C=1C=C2C=CC=NC2=CC1 N-(3-[1-[(4-Methyl-4H-1,2,4-triazol-3-yl)sulfanyl]ethyl]phenyl)quinoline-6-carboxamide